5-amino-3-methyl-isothiazole-4-carbonitrile NC1=C(C(=NS1)C)C#N